C1(CCC1)NS(=O)(=O)C1=CC(=CC=C1)C(=O)N1CC2(C3=CC(=CC=C13)NS(=O)(=O)C)CCCCC2 N-cyclobutyl-3-(5'-(methylsulfonamido)spiro[cyclohexane-1,3'-indoline]-1'-carbonyl)benzenesulfonamide